2,2'-(4-((6-bromopyridin-2-yl)methyl)-10-((6-carboxypyridin-2-yl)methyl)-1,4,7,10-tetraazacyclododecane-1,7-diyl)diacetic acid BrC1=CC=CC(=N1)CN1CCN(CCN(CCN(CC1)CC(=O)O)CC1=NC(=CC=C1)C(=O)O)CC(=O)O